3-(4-aminobenzyl)-6-bromoisobenzofuran-1(3H)-one NC1=CC=C(CC2OC(C3=CC(=CC=C23)Br)=O)C=C1